O1C(CCC1)CNC(C)C1=CNC(C2=CC=CC=C12)=O 4-(1-(((tetrahydrofuran-2-yl)methyl)amino)ethyl)isoquinolin-1(2H)-one